FC=1C(=C(C=CC1)NS(=O)(=O)C1=CC=C(C=C1)S(=O)(=O)N(C)C)N(CC1=CN=CS1)C N1-(3-Fluoro-2-(methyl(thiazol-5-ylmethyl)amino)phenyl)-N4,N4-dimethylbenzene-1,4-disulfonamide